FC=1C(=CC=2C3=C(C=NC2C1)N(C(C31CC(C1)COC(C)C)=O)C)C=1C=C(C(=NC1)OCCNC(C)C)NS(=O)(=O)C(C)C N-(5-(7'-Fluoro-3-(isopropoxymethyl)-3'-methyl-2'-oxo-2',3'-dihydrospiro[cyclobutane-1,1'-pyrrolo[2,3-c]quinolin]-8'-yl)-2-(2-(isopropylamino)ethoxy)pyridin-3-yl)propane-2-sulfonamide